Cl.C1(CC1)N1N=CC(=C1)N(S(=O)=O)NC1CN(CCC1)C N-(1-cyclopropyl-1H-pyrazol-4-yl)-N-(1-methylpiperidin-3-yl)amino-sulfonamide hydrochloride